6-bromo-N-(5-(1,1-difluoro-2-morpholinoethyl)-2-(piperidin-1-yl)phenyl)picolinamide BrC1=CC=CC(=N1)C(=O)NC1=C(C=CC(=C1)C(CN1CCOCC1)(F)F)N1CCCCC1